CN(C(OC(C)(C)C)=O)[C@H]1C[C@H](CC1)OC=1C=2N(C=C(N1)C=1C=NN(C1)C)N=CC2C2=CC=CC=C2 tert-butyl methyl((1R,3S)-3-((6-(1-methyl-1H-pyrazol-4-yl)-3-phenylpyrazolo[1,5-a]pyrazin-4-yl)oxy)cyclopentyl)carbamate